ClC1=CC(=C(N=N1)C(NC([2H])([2H])[2H])=O)NC=1C=C(COCC2=CC(=CC(=N2)NC(OC(C)(C)C)=O)F)C=C(C1OC)C1=NN(C=N1)C Tert-butyl (6-(((3-((6-chloro-3-((methyl-d3)carbamoyl)pyridazin-4-yl)amino)-4-methoxy-5-(1-methyl-1H-1,2,4-triazol-3-yl)benzyl)oxy)methyl)-4-fluoropyridin-2-yl)carbamate